2-chloro-1-[4-(trifluoromethyl)phenyl]-ethanone ClCC(=O)C1=CC=C(C=C1)C(F)(F)F